5-chloro-N-(3-(8-ethyl-2-((1-methylpiperidin-4-yl)amino)quinazolin-6-yl)-2,4-difluorophenyl)-3-hydroxy-2,3-dihydrobenzofuran-7-sulfonamide ClC=1C=C(C2=C(C(CO2)O)C1)S(=O)(=O)NC1=C(C(=C(C=C1)F)C=1C=C2C=NC(=NC2=C(C1)CC)NC1CCN(CC1)C)F